(2R,4aS,4bR,6aS,7S,11aS,11bR,13aR)-2-hydroxy-2,6a-dimethyloctadecahydro-1H-cyclohepta[a]phenanthrene-7-carbonitrile O[C@@]1(CC[C@@H]2[C@H]3CC[C@]4([C@H]([C@@H]3CC[C@@H]2C1)CCCC[C@@H]4C#N)C)C